1-(4-Cyclohexyl-3,4-dihydroquinoxaline-1(2H)-yl)-2-(4-methylpiperazin-1-yl)ethan-1-one C1(CCCCC1)N1CCN(C2=CC=CC=C12)C(CN1CCN(CC1)C)=O